N-[4-(1-Carbamimidoyl-1,2,3,6-tetrahydro-pyridin-4-yl)-phenyl]-N'-(4-guanidinomethyl-phenyl)-terephthalamide C(N)(=N)N1CCC(=CC1)C1=CC=C(C=C1)NC(C1=CC=C(C(=O)NC2=CC=C(C=C2)CNC(=N)N)C=C1)=O